BrC1=CC=C2C(=CNC2=C1)\C=C/1\C(N(C(N1)=O)CC1=CC=C(C=C1)Cl)=O (Z)-5-((6-bromo-1H-indol-3-yl)methylene)-3-(4-chlorobenzyl)imidazolidine-2,4-dione